Nickel(I) oxide [Ni-]=O